COC(=O)C=1CCC=2C(=CN=CC2C1)N1C(CNCC1)C(=O)OC(C)(C)C 4-[(tert-Butoxycarbonyl)piperazin-1-yl]-5,6-dihydroisoquinoline-7-carboxylic acid methyl ester